camphenyl-diphenylsulfonium C12(C(C)(C)C(=C)C(CC1)C2)[S+](C2=CC=CC=C2)C2=CC=CC=C2